CC1=NC=CC(=C1C1=CC(=NN1)C1CCN(CC1)C(=O)OC(C)(C)C)C tert-butyl 4-(5-(2,4-dimethylpyridin-3-yl)-1H-pyrazol-3-yl)piperidine-1-carboxylate